(1R,2S)-2-(3-{[2-(2-hydroxyethyl)-5-methoxy-6-(morpholin-4-yl)pyrimidin-4-yl]amino}-1H-indazol-6-yl)-5'-methoxyspiro[cyclopropane-1,3'-indol]-2'(1'H)-one OCCC1=NC(=C(C(=N1)NC1=NNC2=CC(=CC=C12)[C@@H]1C[C@@]12C(NC1=CC=C(C=C21)OC)=O)OC)N2CCOCC2